P(=O)(O)(O)OC[C@H](N)C(=O)O O-phosphoserine